N1N=CC(=C1)CNC(=O)NC1=CC=C(C=C1)S(=O)(=O)C1=C(C=CC=C1)C1=CC=CC=C1 ((1H-Pyrazol-4-yl)methyl)-3-(4-([1,1'-biphenyl]-2-ylsulfonyl)phenyl)urea